ClC=1C=C(C=2CC[C@H](C2C1)O)S(=O)(=O)NC1=C(C(=C(C=C1)F)C=1C(=C2C=NC(=NC2=CC1)NC1CCN(CC1)CCOC)F)F (1R)-6-chloro-N-[2,4-difluoro-3-(5-fluoro-2-{[1-(2-methoxyethyl)piperidin-4-yl]amino}quinazolin-6-yl)phenyl]-1-hydroxy-2,3-dihydro-1H-indene-4-sulfonamide